tert-butyl 4-{2-[2-(4-fluorophenyl)-1-oxo-2,3-dihydro-1H-pyrrolo[3,4-c]pyridin-4-yl]phenyl}piperazine-1-carboxylate FC1=CC=C(C=C1)N1CC=2C(=NC=CC2C1=O)C1=C(C=CC=C1)N1CCN(CC1)C(=O)OC(C)(C)C